2-chloro-5-hydroxynicotinic acid methyl ester COC(C1=C(N=CC(=C1)O)Cl)=O